ClC=1C(=CC2=C(NC(O2)=O)C1)S(=O)(=O)NC1=NC=NS1 5-chloro-2-oxo-N-(1,2,4-thiadiazol-5-yl)-2,3-dihydrobenzo[d]oxazole-6-sulfonamide